C(C)(C)(C)NC(=O)N1CCC(CC1)N1N=CC(=C1)CNC1=C2C(N(C(C2=CC=C1)=O)C1C(NC(CC1)=O)=O)=O N-(tert-butyl)-4-(4-(((2-(2,6-dioxopiperidin-3-yl)-1,3-dioxoisoindoline-4-yl)amino)methyl)-1H-pyrazol-1-yl)piperidine-1-carboxamide